NP(=O)(N)N phosphotriamide